N-(1-((1s,3s)-3-ethoxycyclobutyl)-3-(3-(trifluoromethyl)pyridin-2-yl)-1H-pyrazol-4-yl)-2-(1H-pyrazol-4-yl)thiazole-4-carboxamide C(C)OC1CC(C1)N1N=C(C(=C1)NC(=O)C=1N=C(SC1)C=1C=NNC1)C1=NC=CC=C1C(F)(F)F